3-(5-bromo-1,3-benzothiazol-2-yl)bicyclo[1.1.1]pentan-1-amine BrC=1C=CC2=C(N=C(S2)C23CC(C2)(C3)N)C1